di-n-octadecyl maleate C(\C=C/C(=O)OCCCCCCCCCCCCCCCCCC)(=O)OCCCCCCCCCCCCCCCCCC